1-methoxy-11H-pyrido[3,4-a]carbazole COC1=NC=CC=2C1=C1NC3=CC=CC=C3C1=CC2